C(CCCCCCC\C=C/C\C=C/CCCCC)(=O)OCCCCCCCCCCCCCCO 14-hydroxytetradecyl linoleate